ClC1=NC[NH+]=C1Cl 4,5-dichloro-2H-imidazol-1-ium